ClC=1C=C(C=C(C1)Cl)N1C(N(C=2C1=NC=C(C2N(C)C)C(=O)N[C@H]2CCOC1=CC=CC=C21)C)=O 3-(3,5-Dichlorophenyl)-N-[(4S)-3,4-dihydro-2H-chromen-4-yl]-7-(dimethylamino)-1-methyl-2-oxo-2,3-dihydro-1H-imidazo[4,5-b]pyridine-6-carboxamide